C1=CC(=CC=2OC3=C(C21)C=CC=C3)B(O)O dibenzo[b,D]furan-3-boronic acid